2-carbonyl-4-(hydroxymethyl-phosphono)butanoic acid C(=O)=C(C(=O)O)CCP(=O)(OCO)O